1-(4-Chloro-phenyl)-3-[4-(2-dimethylamino-ethoxy)-3-(4-fluoro-2-methyl-2H-pyrazol-3-yl)-phenyl]-urea ClC1=CC=C(C=C1)NC(=O)NC1=CC(=C(C=C1)OCCN(C)C)C=1N(N=CC1F)C